(5-(cyclohexylmethyl)pyridin-2-yl)-2-((s)-4,4-difluoro-3-(6-oxo-1,6-dihydropyridin-3-yl)piperidin-1-yl)propanamide C1(CCCCC1)CC=1C=CC(=NC1)C(C(=O)N)(C)N1C[C@@H](C(CC1)(F)F)C1=CNC(C=C1)=O